[Si](C)(C)(C(C)(C)C)OC1C(C(\C(\N(C1)C(=O)OC(C)(C)C)=C/N(C)C)=O)(C)C tert-butyl (E)-5-((tert-butyldimethylsilyl) oxy)-2-((dimethylamino) methylene)-4,4-dimethyl-3-oxopiperidine-1-carboxylate